(rac)-((1s,3s)-3-hydroxy-3-methylcyclobutyl)(6-(4-(trifluoromethyl)phenyl)-2-azaspiro[3.4]oct-2-yl)methanone OC1(CC(C1)C(=O)N1CC2(C1)C[C@@H](CC2)C2=CC=C(C=C2)C(F)(F)F)C |r|